1,2-dioctadecanoyl-sn-glycero-3-phosphocholine C(CCCCCCCCCCCCCCCCC)(=O)OC[C@@H](OC(CCCCCCCCCCCCCCCCC)=O)COP(=O)([O-])OCC[N+](C)(C)C